COC=1C=C(C=C)C=CC1 m-methoxystyrene